COC=1C=C(C=CC1OC)C=1NC2=CC=C(C=C2C1C(C)C)C=1OC(=NN1)C1CCNCC1 2-(2-(3,4-dimethoxyphenyl)-3-isopropyl-1H-indol-5-yl)-5-(piperidin-4-yl)-1,3,4-oxadiazole